iodobenzene bis(trifluoroacetate) FC(C(=O)O)(F)F.FC(C(=O)O)(F)F.IC1=CC=CC=C1